C(=C)C1=CC=C(C=C1)CCC1=CC(=CC=C1)C=C (p-vinylphenyl)2-(m-vinylphenyl)ethane